2-([1,4]Dioxan-2-ylmethoxy)-9-(3-methyl-isoxazol-5-ylmethoxy)-6,7-dihydro-pyrimido[6,1-a]isoquinolin-4-one O1C(COCC1)COC1=NC(N2C(C3=CC=C(C=C3CC2)OCC2=CC(=NO2)C)=C1)=O